methyl 6-(1-{[(2-methylprop-2-yl)oxy]carbonyl}hexahydropyridin-4-yl)-1,2-diazine-3-carboxylate CC(C)(C)OC(=O)N1CCC(CC1)C1=CC=C(N=N1)C(=O)OC